7-methyl-1,4-dioxaspiro[4.4]nonan-6-one CC1C(C2(OCCO2)CC1)=O